C(CCCCCCC)(=O)N[C@@H](CC1=CNC=N1)C(=O)O N-octanoyl-histidine